L-Methioninol N[C@@H](CCSC)CO